OC1=C2C(C=C(OC2=CC(=C1)OC1=NC(=NC(=C1)NC1=C(C=C(C=C1)OC)F)C)C1=CC=CC=C1)=O 5-Hydroxy-2-phenyl-7-((6-(2-fluoro-4-methoxyphenylamino)-2-methylpyrimidin-4-yl)oxy)-4H-chromen-4-one